N-benzylsulfonyl-4-[4-[[2-(5-methoxypyridin-3-yl)phenyl]methyl]piperazine-1-yl]benzamide C(C1=CC=CC=C1)S(=O)(=O)NC(C1=CC=C(C=C1)N1CCN(CC1)CC1=C(C=CC=C1)C=1C=NC=C(C1)OC)=O